ClCCCOC1=CC=C(C=C1)C=1N(C2=CC=CC=C2C(C1)=O)CC 2-(4-(3-Chloropropoxy)phenyl)-1-ethylquinolin-4(1H)-one